IC1=NNC2=C(C=C(C=C12)C(F)(F)F)C(=O)OC methyl 3-iodo-5-(trifluoromethyl)-1H-indazole-7-carboxylate